FC(S(=O)(=O)C1=CN(C=2CCC([C@H](C12)O)(F)F)C1=CC=C(C=2CCCCC12)F)F (S)-3-((Difluoromethyl)sulfonyl)-5,5-difluoro-1-(4-fluoro-5,6,7,8-tetrahydronaphthalen-1-yl)-4,5,6,7-tetrahydro-1H-indol-4-ol